C(C1=CC=CC=C1)(=O)NC=1C=2N=CN([C@H]3[C@H](OC)[C@H](O)[C@@H](CO)O3)C2N=CN1 N-Benzoyl-2'-O-Methyl-adenosine